[N+](=O)([O-])C1=C2CN(C(C2=CC=C1)=O)C1C(NC(CC1)=O)=O 3-(4-Nitro-1-oxo-1,3-dihydro-isoindol-2-yl)-piperidine-2,6-dione